1-(4-methoxyphenylsulfonyl)-1H-indole-carbaldehyde COC1=CC=C(C=C1)S(=O)(=O)N1C(=CC2=CC=CC=C12)C=O